α,α,5-trifluoro-2-(trifluoromethyl)-phenylacetic acid FC(C(=O)O)(F)C1=C(C=CC(=C1)F)C(F)(F)F